O1CC(CC12CCCCC2)NC(N)=O 3-(1-oxaspiro[4.5]decan-3-yl)urea